6-bromo-7-methoxy-2-methylpyrido[2,3-d]pyrimidin-4-ol BrC1=CC2=C(N=C(N=C2O)C)N=C1OC